C(C1=CC=CC=C1)(=O)ON(CC=1N(C2=CC=CC=C2C1)C)CC1=CC=CC=C1 O-benzoyl-N-benzyl-N-((1-methyl-1H-indol-2-yl)methyl)hydroxylamine